C(#N)C1=CC=C(C=C1)S(=O)(=O)N1CCOCC1 4-(4-cyanophenyl)sulfonylmorpholin